indole-7-carboxylic acid N1C=CC2=CC=CC(=C12)C(=O)O